5-methyl-3-(1-(4-methyl-2-(1H-pyrrole-3-yl)phenethyl)piperidine-4-yl)-1H-indole CC=1C=C2C(=CNC2=CC1)C1CCN(CC1)CCC1=C(C=C(C=C1)C)C1=CNC=C1